(1R,3aS,6aR)-N-((R)-1-cyano-2-((R)-2-oxopiperidin-3-yl)ethyl)-2-(4-fluoro-7-difluoromethyl-1H-indole-2-carbonyl)-5,5-difluorooctahydrocyclopenta[c]pyrrole-1-carboxamide C(#N)[C@@H](C[C@@H]1C(NCCC1)=O)NC(=O)[C@@H]1N(C[C@@H]2[C@H]1CC(C2)(F)F)C(=O)C=2NC1=C(C=CC(=C1C2)F)C(F)F